(R*)-4-((R*)-sec-Butyl)-2-(2-chloro-6-fluorophenyl)-6-(4-ethyl-3-(hydroxymethyl)-5-oxo-4,5-dihydro-1H-1,2,4-triazol-1-yl)-7-fluoro-3,4-dihydroisoquinolin-1(2H)-one [C@@H](C)(CC)[C@H]1CN(C(C2=CC(=C(C=C12)N1N=C(N(C1=O)CC)CO)F)=O)C1=C(C=CC=C1F)Cl |o1:0,4|